BrC1=C(C(=C(C(=O)O)C=C1)C(C(C)C)=O)F 4-bromo-3-fluoro-2-isobutyrylbenzoic acid